ClC1=CC=C(C=C1)C1(CC1)C(=O)NC1(CN(CCC1)C#N)C 1-(4-chlorophenyl)-N-(1-cyano-3-methylpiperidin-3-yl)cyclopropane-1-carboxamide